C(C)(C)(C)OC(=O)N(CCN(C)CC1=CC=C(C=C1)N(C1=C(C(C(=O)O)=CC=C1)C(=O)O)C)C 3-((4-(((2-((tert-Butoxycarbonyl)(methyl)amino)ethyl)(methyl)amino)methyl)phenyl)(methyl)amino)phthalic acid